1-phenyl-N-[2-(2-thienyl)ethyl]cyclopentanecarboxamide C1(=CC=CC=C1)C1(CCCC1)C(=O)NCCC=1SC=CC1